4-(2-(3-(dimethylamino)propyl)-6-(2-methoxyphenyl)-2H-indazol-3-yl)-3,6-dihydropyridine-1(2H)-carboxylic acid tert-butyl ester C(C)(C)(C)OC(=O)N1CCC(=CC1)C=1N(N=C2C=C(C=CC12)C1=C(C=CC=C1)OC)CCCN(C)C